NC1=C2CCCC2=CC=C1C(=O)C1CC1 (4-amino-2,3-dihydro-1H-inden-5-yl)(cyclopropyl)methanone